(4-bromo-2,5-difluorophenyl)(cyclopentyl)sulfane BrC1=CC(=C(C=C1F)SC1CCCC1)F